N,N-dimethyl-4-(4-phenyl-1h-pyrazol-3-yl)-1h-pyrrole-2-carboxamide CN(C)C(=O)C1=CC(=CN1)C2=C(C=NN2)C3=CC=CC=C3